C(CC(=O)[O-])(=O)OC=CC1CC1 cyclopropylethenyl malonate